5-(1-methyl-1-ethylpentyl)-4-hydroxy-2-methylbenzoic acid CC(CCCC)(CC)C=1C(=CC(=C(C(=O)O)C1)C)O